CC=1SC(=C(N1)C)C1=NN(C(C=C1)=O)CC1CCN(CC1)C1CCC(NC1)C#N 5-[4-[[3-(2,4-dimethyl-1,3-thiazol-5-yl)-6-oxopyridazin-1-yl]methyl]piperidin-1-yl]piperidin-2-carbonitrile